ClC1=C(C=CC=C1C1C(NC(CC1)=O)=O)C1=CC=C(C=C1)CC1=NC=C(C=N1)C 3-(2-chloro-4'-((5-methylpyrimidin-2-yl)methyl)-[1,1'-biphenyl]-3-yl)piperidine-2,6-dione